Fmoc-L-glutamic acid-5-tert-butyl ester C(C)(C)(C)OC(CC[C@H](NC(=O)OCC1C2=CC=CC=C2C2=CC=CC=C12)C(=O)O)=O